(S)-2-amino-2-(4-chloro-3-(5-(difluoromethyl)-1H-1,2,4-triazol-1-yl)phenyl)ethyl (1-(trifluoromethyl)cyclopropyl)carbamate 2,2,2-trifluoroacetate FC(C(=O)O)(F)F.FC(C1(CC1)NC(OC[C@H](C1=CC(=C(C=C1)Cl)N1N=CN=C1C(F)F)N)=O)(F)F